3-Nitro-phenylalanine [N+](=O)([O-])C=1C=C(C[C@H](N)C(=O)O)C=CC1